triethanolamine methylpropionate COC(CC)=O.N(CCO)(CCO)CCO